FC1=C(C(=CC=2N(C=NC21)C)C(=O)OC)N Methyl 4-fluoro-5-amino-1-methyl-1H-benzimidazole-6-carboxylate